4-mesityl-N-neopentylthiazol-2-amine C1(=C(C(=CC(=C1)C)C)C=1N=C(SC1)NCC(C)(C)C)C